tert-butyl 4-(((2S)-4-cyclopropyl-2-(4-(methoxycarbonyl) phenyl) piperidin-1-yl) methyl)-5-methoxy-7-methyl-1H-indole-1-carboxylate C1(CC1)C1C[C@H](N(CC1)CC1=C2C=CN(C2=C(C=C1OC)C)C(=O)OC(C)(C)C)C1=CC=C(C=C1)C(=O)OC